C(#N)C1=C(C(=NC(=C1)C1=CC=C(C2=CC=CC=C12)C1=CC=CC=C1)C(CCC(=O)O)=O)O 4-[4-Cyano-3-hydroxy-6-(4-phenyl-naphthalen-1-yl)-pyridin-2-yl]-4-oxo-butyric acid